2-(1-methyl-5-nitro-1H-imidazol-2-yl)-ethanol CN1C(=NC=C1[N+](=O)[O-])CCO